di-tert-pentoxy(tert-butylamino)silane tert-butyl-6-[4-(4-chloro-2-fluoro-anilino)pyrido[3,2-d]pyrimidin-6-yl]-1,6-diazaspiro[3.3]heptane-1-carboxylate C(C)(C)(C)OC(=O)N1CCC12CN(C2)C=2C=CC=1N=CN=C(C1N2)NC2=C(C=C(C=C2)Cl)F.C(C)(C)(CC)O[SiH](NC(C)(C)C)OC(C)(C)CC